ClC1=CC=CC(=N1)N1N=C2CCC(CC2=C1O)N1CCN(CC1)C (6-chloro-pyridin-2-yl)-5-(4-methyl-piperazin-1-yl)-4,5,6,7-tetrahydro-2H-indazol-3-ol